[C@@H]1(C[C@H](CCC1)OC1=CC=C(C#N)C=C1)OC1=CC=C(C#N)C=C1 4,4'-(((1R,3S)-cyclohexane-1,3-diyl)bis(oxy))bisbenzonitrile